FC1=C(COC2=CC=CC(=N2)C=2CCN(CC2)CC2=NC3=C(N2C[C@H]2OCC2)C=C(C=C3)C(=O)OC)C=CC(=C1)C#C[Si](C)(C)C Methyl (S)-2-((6-((2-fluoro-4-((trimethylsilyl)ethynyl)benzyl)oxy)-3',6'-dihydro-[2,4'-bipyridin]-1'(2'H)-yl)methyl)-1-(oxetan-2-ylmethyl)-1H-benzo[d]imidazole-6-carboxylate